BrC1=C(COCCO)C=CC=C1F 2-((2-bromo-3-fluorobenzyl)oxy)ethanol